O1C(=NC=C1)C1=C(C=CC=C1)C1=CC2=C(NC(=N2)CCN)C=C1 2-(5-(2-(oxazol-2-yl)phenyl)-1H-benzo[d]imidazol-2-yl)ethan-1-amine